C(=O)(OC(C)(C)C)N(C(=O)OC(C)(C)C)CCCOC=1C=C(C=CC1)[N+](=O)[O-] 3-((3-(N,N-DiBocamino)propyl)oxy)nitrobenzene